ClC=1C(=CC(=C(C1)S(=NC(C1=CC(=CC=C1)C)=O)(=O)C)C)N=CN(C)CC N-((5-chloro-4-(((ethyl(methyl)amino)methylene)amino)-2-methylphenyl)(methyl)(oxo)-λ6-sulfaneylidene)-3-methylbenzamide